C1CC=CC=2NC3=C(C=CC21)C=CC=C3 dihydro-5H-Dibenz[b,f]azepine